BrC1=NC=CC(=N1)N1CC2(C=3C=NC(=CC31)Cl)CC2 1'-(2-bromopyrimidin-4-yl)-6'-chloro-1',2'-dihydrospiro[cyclopropane-1,3'-pyrrolo[3,2-c]pyridine]